C(C)(C)(C)OC(=O)NC=1C(=CC2=CC=CC=C2C1)C(=O)OC methyl 3-[(tert-butoxycarbonyl)amino]-2-naphthoate